(R)-4-((2-cyanophenyl)thio)-6-(1-(2,3-dihydroxypropyl)-1H-pyrazol-4-yl)pyrazolo[1,5-a]pyridine-3-carbonitrile C(#N)C1=C(C=CC=C1)SC=1C=2N(C=C(C1)C=1C=NN(C1)C[C@H](CO)O)N=CC2C#N